N1CC(C1)CC=1C=C2C(=C(NC2=CC1)C=1C(=C(C(N(C1)C)=O)C)C)C(C)C 5-(5-(Azetidin-3-ylmethyl)-3-isopropyl-1H-indol-2-yl)-1,3,4-trimethylpyridin-2(1H)-on